N-(5-chloro-6-(2H-1,2,3-triazol-2-yl)pyridin-3-yl)-1-(3-fluorophenyl)-5-(trifluoromethyl)-1H-pyrazole-4-carboxamide ClC=1C=C(C=NC1N1N=CC=N1)NC(=O)C=1C=NN(C1C(F)(F)F)C1=CC(=CC=C1)F